(E)-1-(2-hydroxyphenyl)-3-(4-isopropyl-3,5-dimethoxyphenyl)prop-2-en-1-one OC1=C(C=CC=C1)C(\C=C\C1=CC(=C(C(=C1)OC)C(C)C)OC)=O